N1(CCC1)CC1=C(C#N)C(=CC=C1)F 2-(azetidin-1-ylmethyl)-6-fluorobenzonitrile